C[C@@H](CC)NC(O[C@H]1C[C@H](CC1)C1=CC(=NN1)NC(=O)C=1C=NC(=CC1)C)=O (1R,3S)-3-(3-{[(6-methylpyridin-3-yl)carbonyl]amino}-1H-pyrazol-5-yl)cyclopentyl (2S)-butan-2-ylcarbamate